CNCCC(OC=1C=C(C(=O)NC2=CC=CC=C2)C=CC1)C1=CC=CC=C1 3-(3-(methylamino)-1-phenylpropoxy)-N-phenylbenzamide